(3-trifluoromethyl-5-methoxyphenyl)-4-fluorobenzo[d]isothiazol-1,1-dioxide FC(C=1C=C(C=C(C1)OC)C1=NS(C2=C1C(=CC=C2)F)(=O)=O)(F)F